(2S,3S,4R)-1-O-(α-D-galactosyl)-2-(N-pentacosanoylamino)-1,3,4-hexanetriol [C@H]1([C@H](O)[C@@H](O)[C@@H](O)[C@H](O1)CO)OC[C@@H]([C@@H]([C@@H](CC)O)O)NC(CCCCCCCCCCCCCCCCCCCCCCCC)=O